2-nitrobenzonitrile [N+](=O)([O-])C1=C(C#N)C=CC=C1